(2-oxo-1,3-dioxolan-4-yl) methacrylate C(C(=C)C)(=O)OC1OC(OC1)=O